CN1CCN(CC1)C=1C=CC(=C(C1)NC(=N)N)OC(F)(F)F (5-(4-methylpiperazin-1-yl)-2-(trifluoromethoxy)phenyl)guanidine